NC1=C2C(=NC=N1)N(N=C2C=2C=CC1=C(N=C(O1)N)C2)CC=2C=C1CCN(CC1=CC2)C(=O)OC(C)(C)C tert-butyl 6-((4-amino-3-(2-aminobenzo[d]oxazol-5-yl)-1H-pyrazolo[3,4-d]pyrimidin-1-yl)methyl)-3,4-dihydroisoquinoline-2(1H)-carboxylate